C1(CC1)C=1N=CC2=C3C(=CC(=C2C1)S(NCC(C)C)(=O)=O)[C@@H](C[C@H]3NC(=O)C=3OC1=C(C3)C(=CC=C1)OC)NC(=O)C=1C=NC=CC1 |r| N-[trans-(7RS,9RS)-3-cyclopropyl-9-[(4-methoxy-1-benzofuran-2-carbonyl)amino]-5-(2-methylpropylsulfamoyl)-8,9-dihydro-7H-cyclopenta[h]isoquinolin-7-yl]pyridine-3-carboxamide